FC=1C(=NC(=NC1)NC1=CC(=C(C=C1)N1CCN(CC1)N1CCCCC1)F)C=1C=NN(C1)C(C)C fluoro-N-(3-fluoro-4-(4-(piperidin-1-yl)piperazin-1-yl)phenyl)-4-(1-isopropyl-1H-pyrazol-4-yl)pyrimidin-2-amine